(2E,2'E)-3,3'-(1,4-phenylene)bis(1-(2-chlorophenyl)prop-2-en-1-one) C1(=CC=C(C=C1)/C=C/C(=O)C1=C(C=CC=C1)Cl)/C=C/C(=O)C1=C(C=CC=C1)Cl